4-(6-(2,6-diazaspiro[3.4]octan-2-yl)pyridin-3-yl)-6-ethoxy-1H-pyrazolo[3',4':3,4]pyrazolo[1,5-a]pyridine hydrochloride Cl.C1N(CC12CNCC2)C2=CC=C(C=N2)C=2C=1N(C=C(C2)OCC)N=C2C1C=NN2